N-((cyclopropylmethyl)(methyl)(oxo)-λ6-sulfaneylidene)-4-((5-(trifluoromethyl)-1,2,4-oxadiazol-3-yl)methyl)benzamide C1(CC1)CS(=NC(C1=CC=C(C=C1)CC1=NOC(=N1)C(F)(F)F)=O)(=O)C